N[C@@H](CO)C(=O)O.C(CCCCCCCCCCC)N1CN(C=C1)C 1-dodecyl-3-methyl-imidazole serine salt